3-(2-Ethyl-4-((2-((1-(2-(pyrrolidin-1-yl)ethyl)-1H-benzo[d]imidazol-2-yl)methyl)phenoxy)methyl)phenyl)propanoic acid C(C)C1=C(C=CC(=C1)COC1=C(C=CC=C1)CC1=NC2=C(N1CCN1CCCC1)C=CC=C2)CCC(=O)O